FC(C(=O)O)(F)F.ClC1=CC=C(C=N1)C1=CC=C(C=C1)NC1=NC=C(C(=N1)NN1C(OC2=C1C=CC=C2)=O)C (2-(4-(6-chloropyridin-3-yl)phenylamino)-5-methylpyrimidin-4-ylamino)benzo[d]oxazol-2(3H)-one trifluoroacetate salt